N-(3-fluoro-7-(2-(methoxymethyl)azetidine-1-carbonyl)-4-methyl-8-oxo-5,6,7,8-tetrahydronaphthalen-1-yl)acetamide FC=1C=C(C=2C(C(CCC2C1C)C(=O)N1C(CC1)COC)=O)NC(C)=O